[Si](C)(C)(C(C)(C)C)OCCN1S(NCC1C(=O)N(C)C1=CC(=C(C=C1)F)Cl)(=O)=O 2-((tert-butyldimethylsilyloxy)ethyl)-N-(3-chloro-4-fluorophenyl)-N-methyl-1,2,5-thiadiazolidine-3-carboxamide 1,1-dioxide